4,8-bis(2-ethylhexyloxy)benzo(1,2-b:4,5-b')dithiophene C(C)C(COC1=C2C(SC=C2)=C(C2=C1SC=C2)OCC(CCCC)CC)CCCC